3-methoxy-N-((5-phenylpyridin-2-yl)methyl)cyclobutan-1-amine COC1CC(C1)NCC1=NC=C(C=C1)C1=CC=CC=C1